FC1=C(CN2C=CC3=CC(=CC(=C23)C(=O)N)C2=CN=CS2)C(=CC=C1)C(F)(F)F (2-Fluoro-6-(trifluoromethyl)benzyl)-5-(thiazol-5-yl)-1H-indole-7-carboxamide